(R)-8-(4-(Bis(4-fluorophenyl)methyl)-3-methylpiperazin-1-yl)-5-methyl-6-oxo-5,6-dihydro-1,5-naphthyridin-2,7-dicarbonitril FC1=CC=C(C=C1)C(N1[C@@H](CN(CC1)C1=C(C(N(C=2C=CC(=NC12)C#N)C)=O)C#N)C)C1=CC=C(C=C1)F